FC(C1=NNC(=C1)CC1CC2(CN(C2)C(=O)N2C[C@@H]3[C@@H](OCC(N3)=O)CC2)C1)(F)F (4aR,8aS)-6-[6-[[3-(trifluoromethyl)-1H-pyrazol-5-yl]methyl]-2-azaspiro[3.3]heptane-2-carbonyl]-4,4a,5,7,8,8a-hexahydropyrido[4,3-b][1,4]oxazin-3-one